Cl.FC1(CC=NC=C1)F 4,4-difluoropyridine hydrochloride